2-hydroxy-3,4-dihydro-2H-benzo[e][1,2]oxaborinine-8-carboxylic acid OB1OC2=C(CC1)C=CC=C2C(=O)O